C(C1CO1)OCCC[Si](OC)(OC)C gamma-glycidoxypropylmethyldimethoxysilane